C(C)(C)(C)OC(=O)N1CCC(CC1)(CN1CCNCC1)O 4-hydroxy-4-(piperazin-1-ylmethyl)piperidine-1-carboxylic acid tert-butyl ester